3-(4-(4-(3-carbamoyl-5-methyl-1H-pyrazol-1-yl) benzyl) phenyl)-2,5-dihydro-1H-pyrrole-1-carboxylate C(N)(=O)C1=NN(C(=C1)C)C1=CC=C(CC2=CC=C(C=C2)C=2CN(CC2)C(=O)[O-])C=C1